CN1C(CC(CC1(C)C)OC(=O)CC(C(CC(=O)OC1CC(N(C(C1)(C)C)C)(C)C)C(=O)OC1CC(N(C(C1)(C)C)C)(C)C)C(=O)OC1CC(N(C(C1)(C)C)C)(C)C)(C)C tetrakis(1,2,2,6,6-pentamethylpiperidin-4-yl)-1,2,3,4-butanetetracarboxylate